(3'R)-2-oxo-[1,3'-bipiperidine]-1'-carboxylic acid tert-butyl ester C(C)(C)(C)OC(=O)N1C[C@@H](CCC1)N1C(CCCC1)=O